5-(((((1R,2S,5R)-2-carbamoyl-7-oxo-1,6-diazabicyclo[3.2.1]octan-6-yl)oxy)sulfonyl)oxy)-2,2,4,4-tetramethylpentyl 2,6-dimethoxybenzoate COC1=C(C(=O)OCC(CC(COS(=O)(=O)ON2[C@@H]3CC[C@H](N(C2=O)C3)C(N)=O)(C)C)(C)C)C(=CC=C1)OC